[2-oxo-2-(2-pyridylmethylcarbamoyl-amino)ethyl] 4-[(4-methyl-2-oxo-chromen-7-yl)oxymethyl]benzoate CC1=CC(OC2=CC(=CC=C12)OCC1=CC=C(C(=O)OCC(NC(NCC2=NC=CC=C2)=O)=O)C=C1)=O